(+/-)-trans-3-((2-(5-fluoro-2-phenyl-1H-pyrrolo[2,3-b]pyridin-3-yl)-6-phenyl-pyrimidin-4-yl)amino)bicyclo[2.2.2]octane-2-carboxylic acid FC=1C=C2C(=NC1)NC(=C2C2=NC(=CC(=N2)NC2C(C1CCC2CC1)C(=O)O)C1=CC=CC=C1)C1=CC=CC=C1